CC1=CC=2C(=C(N=NC2C2=C(C=C(C=C2)C(F)(F)F)O)N[C@H]2CN(CCC2)C)N=C1 2-(3-Methyl-8-{[(3R)-1-methylpiperidin-3-yl]amino}pyrido[2,3-d]pyridazin-5-yl)-5-(trifluoromethyl)phenol